[2-(aminomethyl)-3,3-difluoro-allyl]-4-[2-fluoro-4-(4-piperazin-1-ylphenyl)phenyl]-1,2,4-triazol-3-one bistrifluoroacetate FC(C(=O)O)(F)F.FC(C(=O)O)(F)F.NCC(CC=1N(C(NN1)=O)C1=C(C=C(C=C1)C1=CC=C(C=C1)N1CCNCC1)F)=C(F)F